2-(5-Bromoisoindolin-2-yl)-4-ethylthiazole BrC=1C=C2CN(CC2=CC1)C=1SC=C(N1)CC